4-(7-(2-chlorophenyl)imidazo[5,1-b]oxazol-5-yl)benzonitrile ClC1=C(C=CC=C1)C=1N=C(N2C1OC=C2)C2=CC=C(C#N)C=C2